BrC1=C(C=C(C(=N1)C)CN1CCC(CC1)C(=O)OC)C methyl 1-((6-bromo-2,5-dimethylpyridin-3-yl)methyl)piperidine-4-carboxylate